(R)-dimethyl((2-(2-(methylamino)pyridin-4-yl)-6-(3-methylmorpholino)pyrimidin-4-yl)imino)-λ6-sulfanone CS(=O)(=NC1=NC(=NC(=C1)N1[C@@H](COCC1)C)C1=CC(=NC=C1)NC)C